O=C1NC(CCC1N1C(C2=CC=CC(=C2C1=O)N1CCC(CC1)CCCN1CCN(CC1)C1=NC=C(C(=O)NC2=CC3=C(NC(=N3)CN3[C@H](CCC3)C)C=C2)C=C1)=O)=O 6-(4-(3-(1-(2-(2,6-dioxopiperidin-3-yl)-1,3-dioxoisoindolin-4-yl)piperidin-4-yl)propyl)piperazin-1-yl)-N-(2-(((S)-2-methylpyrrolidin-1-yl)methyl)-1H-benzo[d]imidazol-5-yl)nicotinamide